tridecyl-dimethyl-benzyl-ammonium iodide [I-].C(CCCCCCCCCCCC)[N+](CC1=CC=CC=C1)(C)C